C(#N)[C@H](CC1=C(C=C(C=C1)C=1C=C2C(NCC2=CC1)=O)F)NC(OC(C)(C)C)=O tert-butyl (S)-(1-cyano-2-(2-fluoro-4-(3-oxoisoindolin-5-yl)phenyl)ethyl)carbamate